Methyl 2-(chloromethyl)-3-(4,4-dimethyltetrahydrofuran-3-yl)-7-fluoro-benzimidazole-5-carboxylate ClCC=1N(C2=C(N1)C(=CC(=C2)C(=O)OC)F)C2COCC2(C)C